4-amino-N-methyl-N-((4S)-7-(trifluoromethyl)-3,4-dihydro-1H-pyrano[4,3-c]pyridin-4-yl)-1,3-dihydrofuro[3,4-c][1,7]naphthyridine-8-carboxamide NC1=NC=2C=NC(=CC2C2=C1COC2)C(=O)N([C@@H]2COCC1=C2C=NC(=C1)C(F)(F)F)C